NC1=NC(N(C=C1)[C@H]1[C@@H]([C@@H]([C@H]2C[C@H](CC=C12)O)O)O)=O 4-amino-1-((1R,2S,3R,3aS,5S)-2,3,5-trihydroxy-2,3,3a,4,5,6-hexahydro-1H-inden-1-yl)pyrimidin-2(1H)-one